C(C)(C)N1CN(C=C1)C(C)C 1,3-diisopropylimidazol